C(#N)C=1C=C2CCCC(C2=CC1)OC1=C(C=C2C=NN(C2=C1)C=1C=NN(C1)C)C#N 6-((6-Cyano-1,2,3,4-tetrahydronaphthalen-1-yl)oxy)-1-(1-methyl-1H-pyrazol-4-yl)-1H-indazole-5-carbonitrile